(R)-3-amino-4-(4-pyridinyl)-butyric acid N[C@@H](CC(=O)O)CC1=CC=NC=C1